5-bromo-3H-spiro[2-benzofuran-1,3'-oxetane] BrC1=CC2=C(C=C1)C1(COC1)OC2